1,1,2,2-tetramethyl-2-(3-((trimethylsilyl)methyl)cyclopent-2,4-dien-1-yl)disilane C[SiH]([Si](C1C=C(C=C1)C[Si](C)(C)C)(C)C)C